ClC=1C(=C(CN2CCC(CC2)(C(=O)O)CC2=NC(=CC=C2F)NC2=NNC(=C2)C)C=CC1)C 1-(3-chloro-2-methylbenzyl)-4-((3-fluoro-6-((5-methyl-1H-pyrazol-3-yl)amino)pyridin-2-yl)methyl)piperidine-4-carboxylic acid